3,3-diethyl-7-iodo-8-methoxy-5-phenyl-2,3-dihydro-1,5-benzothiazepine-4(5H)-one C(C)C1(CSC2=C(N(C1=O)C1=CC=CC=C1)C=C(C(=C2)OC)I)CC